CC1=CC=C(C=C1)S(=O)(=O)OC1C=CC(S1=N)=C(C#N)C1=C(C=CC=C1)C (5-(4-methylphenyl)sulfonyloxy-imino-5H-thiophen-2-ylidene)-(2-methylphenyl)acetonitrile